C(C)(C)(C)OC(=O)N(CCN(C1=CC=CC=2SC(=CC21)C(=O)OCC)C)C ethyl 4-((2-((tert-butoxycarbonyl)(methyl)amino)ethyl)(methyl)amino)benzo[b]thiophene-2-carboxylate